(S)-2-((6-methyl-5-(4-(2-oxopyrrolidin-1-yl)phenyl)pyridin-2-yl)amino)-6,6a,7,8-tetrahydro-9H-pyrido[2,3-b]pyrrolo[1,2-d][1,4]oxazin-9-one CC1=C(C=CC(=N1)NC1=CC2=C(OC[C@H]3N2C(CC3)=O)N=C1)C1=CC=C(C=C1)N1C(CCC1)=O